(S)-2-amino-N-((5-(2-((6-methoxy-2-methylquinazolin-4-yl)thio)acetyl)thiophen-2-yl)methyl)propanamide N[C@H](C(=O)NCC=1SC(=CC1)C(CSC1=NC(=NC2=CC=C(C=C12)OC)C)=O)C